ClCC1=NC=CC(=C1)OCC#C 2-chloromethyl-4-(prop-2-yn-1-yloxy)pyridine